[Si](C)(C)(C(C)(C)C)OC[C@](CCCC)(C)NC1=CC(=NC2=CC=CN=C12)NCC1=C(C=C(C=C1)OC)OC (R)-N4-(1-((tert-butyldimethylsilyl)oxy)-2-methylhex-2-yl)-N2-(2,4-dimethoxybenzyl)-1,5-naphthyridine-2,4-diamine